3-(6-chloro-7-fluoro-3-(1H-imidazol-1-yl)-5-methoxy-1-methyl-1H-indol-2-yl)-N,N-dimethyl-1H-1,2,4-triazole-5-carboxamide ClC1=C(C=C2C(=C(N(C2=C1F)C)C1=NNC(=N1)C(=O)N(C)C)N1C=NC=C1)OC